1-(cyclohexylmethyl)-N-(piperidin-4-yl)-1H-pyrazolo[3,4-d]pyrimidin-6-amine hydrochloride Cl.C1(CCCCC1)CN1N=CC=2C1=NC(=NC2)NC2CCNCC2